3-methyl-8-(6-(1-methyl-1H-pyrazol-4-yl)pyridin-3-yl)-1-(6-(trifluoromethyl)pyridin-3-yl)-1,3-dihydro-2H-imidazo[4,5-c]quinolin-2-one CN1C(N(C2=C1C=NC=1C=CC(=CC21)C=2C=NC(=CC2)C=2C=NN(C2)C)C=2C=NC(=CC2)C(F)(F)F)=O